C(C)NC1=CC=C(C(=N1)F)C1=C(C=NN1C1CCOCC1)C(=O)N[C@@H]1C(NC2=C(C(=N1)C1=CC=CC=C1)C=CC=C2F)=O 5-[6-(Ethylamino)-2-fluoropyridin-3-yl]-N-[(3S)-9-fluoro-2-oxo-5-phenyl-1,3-dihydro-1,4-benzodiazepin-3-yl]-1-(oxan-4-yl)pyrazole-4-carboxamide